FC=1C=C(C=CC1)C1=CC=C(S1)[C@H](CC(=O)[O-])NC(=O)NC=1C(N(C=CC1[O-])C)=O.[Na+].[Na+] Natrium (S)-3-(5-(3-Fluorophenyl)thiophen-2-yl)-3-(3-(1-methyl-4-oxido-2-oxo-1,2-dihydropyridin-3-yl)ureido)propanoat